methyl 2-((carbamimidoylthio)methyl)benzoate hydrochloride Cl.C(N)(=N)SCC1=C(C(=O)OC)C=CC=C1